C1(=CC=C(C=C1)N1N=CC(=C1)\C=C/1\C(NC(S1)=O)=O)C (5Z)-5-[[1-(p-tolyl)pyrazol-4-yl]methylene]thiazolidine-2,4-dione